ClC=1C(=CC=C2C=CC=C(C12)N1CC=2N=C(N=C(C2CC1)N1C[C@@H](N(CC1)C(C(=C)F)=O)CC#N)OCC1COCC1)F 2-((2S)-4-(7-(8-chloro-7-fluoronaphthalen-1-yl)-2-((tetrahydrofuran-3-yl)methoxy)-5,6,7,8-tetrahydropyrido[3,4-d]pyrimidin-4-yl)-1-(2-fluoroacryloyl)piperazin-2-yl)acetonitrile